tert-butyl 2-((tert-butoxycarbonyl) oxy)-3-methylbenzoate C(C)(C)(C)OC(=O)OC1=C(C(=O)OC(C)(C)C)C=CC=C1C